5-chloro-N-((4-chloro-3-fluorophenyl)(4-methyl-5-(methylthio)-1-((2-(trimethylsilyl)ethoxy)methyl)-1H-imidazol-2-yl)methyl)pyridin-2-amine ClC=1C=CC(=NC1)NC(C=1N(C(=C(N1)C)SC)COCC[Si](C)(C)C)C1=CC(=C(C=C1)Cl)F